N-(4-((5-(2-aminopyridin-3-yl)isoxazol-3-yl)methyl)benzyl)-1H-benzo[d]imidazol-2-amine NC1=NC=CC=C1C1=CC(=NO1)CC1=CC=C(CNC2=NC3=C(N2)C=CC=C3)C=C1